C(C)(C)(C)OC(=O)N1C[C@H](CC=C1C=1C=CC2=CN(N=C2C1)CC)C.C(C)N1N=C2C=C(C=CC2=C1)C=1CC[C@@H](CN1)C |r| 2-Ethyl-6-[rac-(3S)-3-methyl-2,3,4,5-tetrahydropyridin-6-yl]indazole tert-Butyl-rac-(3S)-6-(2-ethylindazol-6-yl)-3-methyl-3,4-dihydro-2H-pyridine-1-carboxylate